ClC1=CC(=C(C=C1)C1(OC2=C(O1)C=CC=C2C2=NC=C(C=N2)CC2=NC1=C(N2C[C@H]2OCC2)C=C(C=C1)C(=O)O)C)F 2-((2-(2-(4-chloro-2-fluorophenyl)-2-methylbenzo[d][1,3]dioxol-4-yl)pyrimidin-5-yl)methyl)-1-(((S)-oxetan-2-yl)methyl)-1H-benzo[d]imidazole-6-carboxylic acid